N[C@@H](C(=O)O)CC(N)=N D-α-amino-β-amidinopropionic acid